N-[(1-{[6-(4-cyclopropylphenoxy)-3-pyridinyl]methyl}-4-hydroxy-2-oxo-1,2,5,6-tetrahydro-3-pyridinyl)carbonyl]glycine (R)-ethyl-2-amino-3-mercaptopropanoate hydrochloride Cl.C(C)[C@@](C(=O)O)(CS)N.C1(CC1)C1=CC=C(OC2=CC=C(C=N2)CN2C(C(=C(CC2)O)C(=O)NCC(=O)O)=O)C=C1